dimethyl-1,3-oxazolidin CC1(OCCN1)C